9-methyl-9-methoxycarbonyl-tetracyclo[6.2.1.13,6.02,7]Dodec-4-ene CC1(C2C3C4C=CC(C3C(C1)C2)C4)C(=O)OC